5-(2-((R)-1-(4-chlorobenzyl)-3-((R or S)-2-(trifluoromethyl)oxetan-2-yl)pyrrolidin-3-yl)ethyl)picolinonitrile ClC1=CC=C(CN2C[C@@](CC2)([C@@]2(OCC2)C(F)(F)F)CCC=2C=CC(=NC2)C#N)C=C1 |o1:11|